C(C)(C)(C)OC(=O)N(CCCC(=O)OC)CC(C(=O)OC)C1=CC=CC=C1 Methyl 4-((tert-butoxycarbonyl)(3-methoxy-3-oxo-2-phenylpropyl)amino)butanoate